[C@H]12CN(C[C@H](CC1)N2)C2=NC(=NC1=CC(=C(C=C21)F)C=2C=C(C=C(C2C2CC2)Cl)O)OC[C@]21CCCN1C[C@@H](C2)F 3-(4-((1R,5S)-3,8-diazabicyclo[3.2.1]octan-3-yl)-6-fluoro-2-(((2R,7aS)-2-fluorotetrahydro-1H-pyrrolizin-7a(5H)-yl)methoxy)quinazolin-7-yl)-5-chloro-4-cyclopropylphenol